ClCC1=CC(=CC(=C1O)CCl)C 2,6-bis(chloromethyl)-4-cresol